3-Amino-4-methoxybenzene NC=1C=CC=CC1OC